trifluoromethyl-sulfinic acid zinc [Zn].FC(F)(F)S(=O)O